C(C)OC(=O)C=1C(NC(NC1C)=S)C1=CC=CC=C1 5-ethoxycarbonyl-6-methyl-4-phenyl-3,4-dihydropyrimidine-2-thione